OC(=O)C(F)(F)F.FC1=C(C=CC(=C1C#CC=1C=C2C(=NC1)NN=C2)F)NS(=O)(=O)C2=CC(=CC(=C2)C)C N-(2,4-difluoro-3-(1H-pyrazolo[3,4-b]pyridin-5-ylethynyl)phenyl)-3,5-dimethylbenzenesulfonamide TFA salt